CC1=C(C(=CC(=C1)C)C)N1C(N(CC1)C1=C(C=C(C=C1C)C)C)=[Ru-2]=CC1=C(C=CC(=C1)S(=O)(=O)N(C)C)OC(C)C 1,3-bis(2,4,6-trimethylphenyl)-4,5-dihydroimidazol-2-ylidene[2-(isopropoxy)-5-(N,N-dimethylaminosulfonyl)phenyl]methyleneruthenium (II)